4-(6-chloro-3-((1-(4,7-dimethyl-3-(2-(4-methylpiperazin-1-yl)ethyl)-5-oxo-4,5-dihydro-3H-pyrazolo[3,4-c]isoquinolin-9-yl)ethyl)amino)pyridin-2-yl)-2-fluoro-N-methylbenzamide ClC1=CC=C(C(=N1)C1=CC(=C(C(=O)NC)C=C1)F)NC(C)C=1C=2C3=C(N(C(C2C=C(C1)C)=O)C)N(N=C3)CCN3CCN(CC3)C